ClC1=NC(=C(C(=N1)N1C[C@H]2CC[C@@H](C1)N2C(=O)[O-])[N+](=O)[O-])CC2(CCCC1=CC=CC=C21)C(=O)OC (1R,5S)-3-(2-Chloro-6-((1-(methoxycarbonyl)-1,2,3,4-tetrahydronaphthalen-1-yl)methyl)-5-nitro pyrimidin-4-yl)-3,8-diazabicyclo[3.2.1]octane-8-carboxylate